C(CC(C)C)OC(C=CC1=CC=C(C=C1)OC)=O 4-methoxy-cinnamic acid-isoamylester